FC1(CNC1)[C@@](C=1C=NC=C(C#N)C1)(C1=CC=C(C=C1)C(C)C)O 5-[(S)-(3-fluoro-azetidin-3-yl)-hydroxy-(4-isopropyl-phenyl)-methyl]-nicotinonitrile